FC1([C@](C1)(CO)COC1=NC2=C(C=C(C=C2C(=N1)N1CC2(CCC(C1)N2)C)F)F)F 3-(2-(((R)-2,2-difluoro-1-(hydroxymethyl)cyclopropyl)methoxy)-6,8-difluoroquinazolin-4-yl)-1-methyl-3,8-diazabicyclo[3.2.1]octane